ClC1=C(C=C(C=C1)N1N=C(C2=NC(=CC=C21)C(=O)OC)C2CCOCC2)F methyl 1-(4-chloro-3-fluorophenyl)-3-(tetrahydro-2H-pyran-4-yl)-1H-pyrazolo[4,3-b]pyridine-5-carboxylate